tert-butyl-3,5-dicarboxy-1,1'-biphenyl C(C)(C)(C)C1=C(C=C(C=C1C(=O)O)C(=O)O)C1=CC=CC=C1